(R)-1-methyl-4-(3-((3-(methylamino)-1-phenylpropoxy)methyl)phenyl)-1,2,3,4-tetrahydro-5H-benzo[e][1,4]diazepin-5-one CN1CCN(C(C2=C1C=CC=C2)=O)C2=CC(=CC=C2)CO[C@H](CCNC)C2=CC=CC=C2